1-(6-chloro-8-fluoroquinolin-4-yl)ethan-1-one ClC=1C=C2C(=CC=NC2=C(C1)F)C(C)=O